1-[[4-[5-(trifluoromethyl)-1,2,4-oxadiazol-3-yl]phenyl]methyl]-1H-pyrazole-4-carbonitrile FC(C1=NC(=NO1)C1=CC=C(C=C1)CN1N=CC(=C1)C#N)(F)F